fluoro-8-((triisopropylsilyl)ethynyl)isoquinolin FC1=NC=CC2=CC=CC(=C12)C#C[Si](C(C)C)(C(C)C)C(C)C